ClC1=C(C(=O)NC2=C3C=NN(C3=CC=C2)CC2CCCCC2)C=C(C=C1)CNC(C(C)(C)C)=O 2-chloro-N-[1-(cyclohexylmethyl)-1H-indazol-4-yl]-5-{[(2,2-dimethylpropionyl)amino]methyl}benzamide